C(C)(=O)OCCN1C[C@@H](CCC1)NC1=NN=C(C2=CC=CC=C12)C1=C(C=C(C=C1)C#CC)O (R)-2-(3-((4-(2-hydroxyl-4-(propyn-1-yl)phenyl)phthalazin-1-yl)amino)piperidin-1-yl)ethyl acetate